calcium bis(1,4-bis[(2-ethylhexyl)oxy]-1,4-dioxobutane-2-sulfonate) C(C)C(COC(C(CC(=O)OCC(CCCC)CC)S(=O)(=O)[O-])=O)CCCC.C(C)C(COC(C(CC(=O)OCC(CCCC)CC)S(=O)(=O)[O-])=O)CCCC.[Ca+2]